methyl 1-(5-((3-cyano-4-isopropoxybenzyl)oxy)-2,3-dihydro-1H-inden-1-yl)azetidine-3-carboxylate C(#N)C=1C=C(COC=2C=C3CCC(C3=CC2)N2CC(C2)C(=O)OC)C=CC1OC(C)C